CC(CCO)CC(C)C 3,5-dimethylhexanol